9-(4-chloro-2,6-difluoro-phenyl)-7-[(2R,4S)-2-(6-keto-1-methyl-3-pyridyl)tetrahydropyran-4-yl]-2,3-dimethyl-pyrazino[1,2-a]pyrimidin-4-one ClC1=CC(=C(C(=C1)F)C1=NC(=CN2C1=NC(=C(C2=O)C)C)[C@@H]2C[C@@H](OCC2)C2=CN(C(C=C2)=O)C)F